[Si](C)(C)(C(C)(C)C)OC[C@H]1[C@H]2CC[C@@H](CN1)N2C(=O)OC(C)(C)C tert-butyl (1R,2R,5S)-2-(((tert-butyldimethylsilyl)oxy)methyl)-3,8-diazabicyclo[3.2.1]octane-8-carboxylate